C[C@H](CCC(=O)[O-])[C@H]1CC[C@@H]2[C@@]1(CC[C@H]3[C@H]2[C@@H](C[C@H]4[C@@]3(CCC(=O)C4)C)O)C The molecule is a bile acid anion that is the conjugate base of 7alpha-hydroxy-3-oxo-5beta-cholan-24-oic acid, obtained by deprotonation of the carboxy group; major species at pH 7.3. It is a conjugate base of a 7alpha-hydroxy-3-oxo-5beta-cholan-24-oic acid.